(2-cyclopentylsulfonylphenyl)-[4-(6-fluoro-1,3-benzothiazol-2-yl)piperazin-1-yl]methanone C1(CCCC1)S(=O)(=O)C1=C(C=CC=C1)C(=O)N1CCN(CC1)C=1SC2=C(N1)C=CC(=C2)F